d-glucopyranosyl isothiocyanate C1([C@H](O)[C@@H](O)[C@H](O)[C@H](O1)CO)N=C=S